1-Benzyl-2-oxopyrrolidine-3-carboxylic acid C(C1=CC=CC=C1)N1C(C(CC1)C(=O)O)=O